1,3,2-dioxathian-2,2-dioxide O1S(OCCC1)(=O)=O